ClC=1N=C(C(=NC1)SC1=C(C(=NC=C1)Cl)Cl)C 5-chloro-2-((2,3-dichloropyridin-4-yl)thio)-3-methylpyrazine